Methyl-4-{[6-(5-Chloro-2-Fluorophenyl)-3-(Hydroxymethyl)Pyridazin-4-yl]Amino}-7-[2-(4-Methylpiperazin-1-yl)Ethoxy]Quinolin-6-Carboxylat COC(=O)C=1C=C2C(=CC=NC2=CC1OCCN1CCN(CC1)C)NC1=C(N=NC(=C1)C1=C(C=CC(=C1)Cl)F)CO